1-hydroxy-2-methyl-3-(2-fluorobenzyl)-4(1H)-quinolinone ON1C(=C(C(C2=CC=CC=C12)=O)CC1=C(C=CC=C1)F)C